C(CCC)C1=NNC=N1 3-butyl-1,2,4-triazole